3-((benzyloxycarbonylamino)methyl)-3-fluoroazetidine-1-carboxylic acid tert-butyl ester C(C)(C)(C)OC(=O)N1CC(C1)(F)CNC(=O)OCC1=CC=CC=C1